methyl phenylbutyl ether C1(=CC=CC=C1)CCCCOC